C(C1CO1)OC1=C(C(=C(C=C1)C(C)(C)C1=C(C(=C(C=C1)OCC1CO1)Br)Br)Br)Br 2,2-bis-[4-(2,3-epoxypropoxy)-dibromophenyl]-propane